(S)-1-acetylpyrrolidine-3-carboxylic acid C(C)(=O)N1C[C@H](CC1)C(=O)O